2-[2-(3,4-dimethoxyphenyl)ethynyl]-4,6-bis(trichloromethyl)-s-triazine COC=1C=C(C=CC1OC)C#CC1=NC(=NC(=N1)C(Cl)(Cl)Cl)C(Cl)(Cl)Cl